5-(4-(tert-Butoxycarbonyl)piperazin-1-yl)-3-isopropyl-2-(8-methoxy-[1,2,4]triazolo[1,5-a]pyridin-6-yl)-4-methyl-1H-pyrrolo[2,3-c]pyridine-1-carboxylic acid tert-butyl ester C(C)(C)(C)OC(=O)N1C(=C(C=2C1=CN=C(C2C)N2CCN(CC2)C(=O)OC(C)(C)C)C(C)C)C=2C=C(C=1N(C2)N=CN1)OC